C(C)OC(=O)C1=NC(=C(N=C1N1CCC2(CC1)[C@@H](C1=CC(=CC=C1C2)S(=O)(=O)C)N)C)C2=C(C(=CC=C2)Cl)Cl (S)-3-(1-amino-6-(methylsulfonyl)-1,3-dihydro-spiro[indene-2,4'-piperidine]-1'-yl)-6-(2,3-dichlorophenyl)-5-methylpyrazine-2-carboxylic acid ethyl ester